CN1N=CC(=C1C=1C=2N(N=C(C1)N1[C@@H](COCC1)C)C(=NC2)C2=CC=NN2)C (R)-4-(4-(1,4-dimethyl-1H-pyrazol-5-yl)-7-(1H-pyrazol-5-yl)imidazo[1,5-b]pyridazin-2-yl)-3-methylmorpholine